(S)-3-(3-((4-cyanophenyl)amino)-4-((R)-2,2,2-trifluoro-1-methoxyethyl)phenyl)pentanoic acid C(#N)C1=CC=C(C=C1)NC=1C=C(C=CC1[C@H](C(F)(F)F)OC)[C@H](CC(=O)O)CC